(2S,4S)-4-fluoro-1-[2-[4-[[8-(trifluoromethyl)-4-quinolyl]amino]-1-piperidyl]acetyl]pyrrolidine-2-carbonitrile F[C@H]1C[C@H](N(C1)C(CN1CCC(CC1)NC1=CC=NC2=C(C=CC=C12)C(F)(F)F)=O)C#N